C(C1=CC=CC=C1)OCC([C@H](C[C@H]1C(NC(C1)(C)C)=O)NC(=O)[C@H]1N(C[C@H]2[C@@H]1CCC2)C(=O)C=2NC1=CC=CC(=C1C2)OC)=O |o1:12| (1S,3aR,6aS)-N-[(2S)-4-(benzyloxy)-1-[(3R*)-5,5-dimethyl-2-oxopyrrolidin-3-yl]-3-oxobutan-2-yl]-2-(4-methoxy-1H-indole-2-carbonyl)-hexahydro-1H-cyclopenta[c]pyrrole-1-carboxamide